4-[(2S)-3-amino-2-(dimethylamino)propyl]-3,5-dimethylbenzamide NC[C@H](CC1=C(C=C(C(=O)N)C=C1C)C)N(C)C